C(C)(C)(C)[Si](O[C@@H]1C[C@@H](N(C1)C(=O)OCC1=CC=CC=C1)CO)(C)C (2R,4R)-benzyl 4-((tert-butyldimethyl-silyl)oxy)-2-(hydroxymethyl)pyrrolidine-1-carboxylate